6-(4-(4-bromophenyl)-5-hydroxy-1H-pyrazol-1-yl)nicotinic acid tert-butyl ester C(C)(C)(C)OC(C1=CN=C(C=C1)N1N=CC(=C1O)C1=CC=C(C=C1)Br)=O